C(CCCC)C(COC(CCCC(OC(OCCN(CCOC(OC(CCCC(=O)OCC(CCCCC)CCCCC)CCCCCCCC)=O)CCN(CC)CC)=O)CCCCCCCC)=O)CCCCC bis(2-Pentylheptyl)11-(2-(diethylamino)ethyl)-5,17-dioctyl-7,15-dioxo-6,8,14,16-tetraoxa-11-azahenicosandioate